6-chloro-3-(4,4-difluoroazepane-1-yl)pyridazine-4-carboxylic acid methyl ester COC(=O)C1=C(N=NC(=C1)Cl)N1CCC(CCC1)(F)F